FC1CN(C1)C1=C2C(=NC=C1)N(N=C2CN)C2=CC=C(C=C2)OC(F)(F)F (4-(3-fluoroazetidin-1-yl)-1-(4-(trifluoromethoxy)phenyl)-1H-pyrazolo[3,4-b]pyridin-3-yl)methanamine